6-bromo-10-(2,3,6-trifluoro-4-nitrophenoxy)-2,3-dihydro-[1,4]dioxino-[2,3-f]quinoline BrC=1C=C2C(=C3C(=CC=NC13)OC1=C(C(=C(C=C1F)[N+](=O)[O-])F)F)OCCO2